N-(2-hydroxy-5-nitrobenzyl)trifluoroacetamide OC1=C(CNC(C(F)(F)F)=O)C=C(C=C1)[N+](=O)[O-]